S-ethyl N-(iminobenzyl)dithiocarbamate N=C(C1=CC=CC=C1)NC(SCC)=S